BrCCCC1=C(C=C(C=C1Cl)OCOC)B1OC(C(O1)(C)C)(C)C 2-(2-(3-bromopropyl)-3-chloro-5-(methoxymethoxy)phenyl)-4,4,5,5-tetramethyl-1,3,2-dioxaborolane